1-((5-phenyl-1,3,4-thiadiazol-2-yl)methyl)-4-(3-phenylcyclopentyl)piperazine-2,3-dione C1(=CC=CC=C1)C1=NN=C(S1)CN1C(C(N(CC1)C1CC(CC1)C1=CC=CC=C1)=O)=O